3'-nitro-2,3,4,5-tetrahydro-1,1'-biphenyl [N+](=O)([O-])C=1C=C(C=CC1)C=1CCCCC1